5-Chloropyridin-3-yl 3-deoxy-3-[4-(3-fluoro-4-methylphenyl)-1H-1,2,3-triazol-1-yl]-2-O-methyl-1-thio-α-D-galactopyranoside FC=1C=C(C=CC1C)C=1N=NN(C1)[C@@H]1[C@H]([C@@H](SC=2C=NC=C(C2)Cl)O[C@@H]([C@@H]1O)CO)OC